FC=1C(=C2C(=NC(=NN2C1)NC1CCC(CC1)(O)C)OC)C=1C=CC2=C(N(N=N2)C[C@H](C)F)C1 (1R,4s)-4-((6-fluoro-5-(1-((S)-2-fluoropropyl)-1H-benzo[d][1,2,3]triazol-6-yl)-4-methoxypyrrolo[2,1-f][1,2,4]triazin-2-yl)amino)-1-methylcyclohexan-1-ol